2,2'-Azinobis(3-EthylbenzoThiazoline) N(N=C1SC2=C(N1CC)C=CC=C2)=C2SC1=C(N2CC)C=CC=C1